2-(6-methoxypyridin-3-yl)acrylamide COC1=CC=C(C=N1)C(C(=O)N)=C